C(#N)C1=CC=CC(=N1)CC(=O)O 2-(6-cyanopyridin-2-yl)acetic Acid